O=C1C=C(CN1CC(F)(F)F)C(=O)OC methyl 5-oxo-1-(2,2,2-trifluoroethyl)-2,5-dihydro-1H-pyrrole-3-carboxylate